8-oxa-2,5-diazaspiro[3.5]nonane-5-carboxylate C1NCC12N(CCOC2)C(=O)[O-]